NC=1C2=C(N=CN1)N(C(=C2C2=CC=C(C=C2)OC2=NC=CC=N2)C2=CC=C(C=C2)NC(CC)=O)C N-(4-(4-amino-7-methyl-5-(4-(pyrimidin-2-yloxy)phenyl)-7H-pyrrolo[2,3-d]pyrimidin-6-yl)phenyl)propionamide